C(N)(=N)C1=CC=C(C=C1)COC1=C(C(=NN1C(=O)C=1SC=CC1)C1C(N(CCC1)CC(=O)N1CCOCC1)C(=O)O)C#N 3-{5-[(4-carbamimidoylphenyl)methoxy]-4-cyano-1-(thiophene-2-carbonyl)-1H-pyrazol-3-yl}-1-[2-(morpholin-4-yl)-2-oxoethyl]piperidine-2-carboxylic acid